C(C)N1C=C(C=C1)NC1=NN2C(N=C(C=C2)C2=C(C=C(C=C2C)C(F)(F)F)O)=N1 (R)-2-(2-((1-ethylpyrrol-3-yl)amino)-[1,2,4]triazolo[1,5-a]pyrimidin-5-yl)-3-methyl-5-(trifluoromethyl)phenol